C(C)(C)(C)OC(N[C@@H](CC=C)C=1NC(=CN1)C1=C(C=CC=C1)Br)=O (S)-1-(5-(2-bromophenyl)-1H-imidazol-2-yl)but-3-enyl-carbamic acid tert-butyl ester